7-(2-Methyl-3-(4-(tert-pentyl)phenyl)propyl)-2-thia-7-azaspiro[3.5]nonane 2,2-dioxide CC(CN1CCC2(CS(C2)(=O)=O)CC1)CC1=CC=C(C=C1)C(C)(C)CC